N[C@H]1C(CCCC1)C1=C(C2=NC(=CC(=C2S1)NCC=1SC=CC1)Cl)C(F)F 2-((2R)-2-aminocyclohexyl)-5-chloro-3-(difluoromethyl)-N-(thiophen-2-ylmethyl)thieno[3,2-b]pyridin-7-amine